[Cl-].C(CCCCCCCCC)[N+](C)(C)CCCCCCC(C)C decyl-isononyl-dimethyl-ammonium chloride